C1(CCC1)C(NC(=O)C1N(CC(C1)O)C([C@@H](C(C)(C)C)N1N=NC(=C1)C1CC1)=O)C1=NC=CC=C1 N-[cyclobutyl-(2-pyridinyl)methyl]-1-[(2R)-2-(4-cyclopropyltriazol-1-yl)-3,3-dimethyl-butyryl]-4-hydroxy-pyrrolidine-2-carboxamide